BrC=1C=C2C(=NC1)N(N=C2C(=O)C=2C(=C(C(=CC2)F)NS(=O)(=O)CCC)F)C2OCCCC2 N-[3-[5-bromo-1-(oxan-2-yl)pyrazolo[3,4-b]Pyridine-3-carbonyl]-2,6-difluorophenyl]Propane-1-sulfonamide